ClC1=C(OC2(CC2)C(=O)OCC(=O)OCC)C=C(C(=C1)F)N1C(N(C(=CC1=O)C(F)(F)F)C)=O 2-ethoxy-2-oxoethyl 1-{2-chloro-4-fluoro-5-[3-methyl-2,6-dioxo-4-(trifluoromethyl)-3,6-dihydropyrimidin-1(2H)-yl]phenoxy}cyclopropanecarboxylate